CC1NCCC2=C(C=CC=C12)CO (1-methyl-1,2,3,4-tetrahydroisoquinolin-5-yl)methanol